N(=C=O)CC1C2(CCC(C1)C2)CN=C=O Bis-(isocyanato-methyl)-norbornan